1,1,2,2-tetrachloroethane-d ClC(C(Cl)Cl)(Cl)[2H]